(2R,3S,5R)-5-(4-amino-2-oxopyrimidin-1(2H)-yl)-3-hydroxy-2-(hydroxymethyl)tetrahydrothiophene-2-carbonitrile NC1=NC(N(C=C1)[C@H]1C[C@@H]([C@@](S1)(C#N)CO)O)=O